2-(2-pyrimidin-2-ylsulfanylethyl)propanedinitrile N1=C(N=CC=C1)SCCC(C#N)C#N